C1=CC=CC=2C3=CC=CC=C3C(C12)COC(=O)N[C@H](C(=O)OC(C)(C)C)CC1=CN=CC2=CC=CC=C12 tert-butyl (S)-2-((((9H-fluoren-9-yl)methoxy)carbonyl)amino)-3-(isoquinolin-4-yl)propanoate